ethyl 2-(2,3,5-trichloro-4-(4-hydroxy-3-isopropylbenzyl)phenoxy)acetate ClC1=C(OCC(=O)OCC)C=C(C(=C1Cl)CC1=CC(=C(C=C1)O)C(C)C)Cl